NC(C(C(CCCCNC(OCC1=CC=CC=C1)=O)NC(=O)[C@H]1N(C[C@H](C1)N1N=NC=C1C(C)(C)O)C([C@@H](CC1CCCCC1)NC(C1=C(C=CC=C1)C#N)=O)=O)=O)=O benzyl (7-amino-5-((2S,4S)-1-((R)-2-(2-cyanobenzamido)-3-cyclohexylpropanoyl)-4-(5-(2-hydroxypropan-2-yl)-1H-1,2,3-triazol-1-yl)pyrrolidine-2-carboxamido)-6,7-dioxoheptyl)carbamate